(E)-1-(4-Chlorophenyl)-3-[4-(oxan-2-yloxy)phenyl]prop-2-en-1-one ClC1=CC=C(C=C1)C(\C=C\C1=CC=C(C=C1)OC1OCCCC1)=O